2-(5-methoxy-1H-pyrrolo[3,2-b]pyridin-3-yl)ethan-1-one COC1=CC=C2C(=N1)C(=CN2)CC=O